3-chloro-5-(2,6-difluorophenyl)-9-piperazin-1-yl-6H-pyrazolo[1,5-a][1,3,5]benzotriazepine ClC=1C=NN2C1N=C(NC1=C2C=C(C=C1)N1CCNCC1)C1=C(C=CC=C1F)F